C(C1=CC=CC=C1)OC=1C(=NC=C(C1C)C=1C=NN(C1)C1=CC=C(C=C1)F)C(=O)O 3-(benzyloxy)-5-(1-(4-fluorophenyl)-1H-pyrazol-4-yl)-4-methyl-picolinic acid